CN(CCC(=O)OC)CCC(=O)OC dimethyl 3,3'-methyliminodipropionate